(R)-tert-butyl 2-(methoxymethyl)-4-(((trifluoromethyl) sulfonyl) oxy)-2,5-dihydro-1H-pyrrole-1-carboxylate COC[C@@H]1N(CC(=C1)OS(=O)(=O)C(F)(F)F)C(=O)OC(C)(C)C